C(C=C)(=O)OCC(C(C(=O)N1[C@@H](CCCC1)C(=O)O[C@H](CCC1=C(C(=CC=C1OC)OC)OC)C1=CC(=CC=C1)OCC(=O)OC(C)(C)C)=O)(C)C (R)-1-(3-(2-(tert-butoxy)-2-oxoethoxy)phenyl)-3-(2,3,6-trimethoxyphenyl)propyl (S)-1-(4-(acryloyloxy)-3,3-dimethyl-2-oxobutanoyl)piperidine-2-carboxylate